O=C1NNCC1NC(OC(C)(C)C)=O tert-butyl (3-oxopyrazolidin-4-yl)carbamate